N-[(2,4-Dichlorophenyl)methyl]-4-oxo-4-(1-phenyl-3,4-dihydro-1H-isoquinolin-2-yl)butyric acid amide ClC1=C(C=CC(=C1)Cl)CNC(CCC(N1C(C2=CC=CC=C2CC1)C1=CC=CC=C1)=O)=O